1-bromo-2-chloro-5-nitro-3-(trifluorophenyl)benzene BrC1=C(C(=CC(=C1)[N+](=O)[O-])C1=C(C(=C(C=C1)F)F)F)Cl